thymine di-phosphate P(=O)(O)(O)O.P(=O)(O)(O)O.N1C(=O)NC(=O)C(C)=C1